N=1N=CN2C1C=CC=C2C=O ([1,2,4]triazolo[4,3-a]pyridin-5-yl)methanone